C(C)(C)(C)[Si](OC(CCO)C\C=C/C\C=C/CCCCC)(C1=CC=CC=C1)C1=CC=CC=C1 (5Z,8Z)-3-{[t-butyl-(diphenyl)silyl]oxy}tetradec-5,8-dien-1-ol